C12CN(CC(CC1)O2)C2=CC=C(C=N2)N 6-(8-oxa-3-azabicyclo[3.2.1]oct-3-yl)pyridin-3-amine